CC(CNC(=O)C1=NC(=CC=C1OC)NC1=CC(=C(C=C1)C)F)(C)C N-(2,2-dimethylpropyl)-6-(3-fluoro-4-methyl-anilino)-3-methoxy-pyridine-2-carboxamide